tert-butyl 4-[5-(2-chloropyrimidin-4-yl)-4-(3-{[ethyl(methyl)sulfamoyl]amino}-2-fluorophenyl)-1,3-thiazol-2-yl]piperidine-1-carboxylate ClC1=NC=CC(=N1)C1=C(N=C(S1)C1CCN(CC1)C(=O)OC(C)(C)C)C1=C(C(=CC=C1)NS(N(C)CC)(=O)=O)F